[O-2].[V+5].[O-2].[O-2].[O-2].[O-2].[V+5] Vanadium oxide